NC1=NC=C(C2=C1C=NN2)NC(=O)C(=O)N(C(C)C2=NC=CC=C2)CC2=CC=CC=C2 N-(4-amino-1H-pyrazolo[4,3-c]pyridin-7-yl)-N'-benzyl-N'-[1-(2-pyridyl)ethyl]oxamide